ClC1=C(N)C=C(C(=C1)F)F 2-chloro-4,5-difluoroaniline